C(C)(C)(C)OC(=O)N1CC2N(CCC2C1)C=1SC(=CN1)C1=CC=CC=C1 1-(5-phenylthiazol-2-yl)hexahydropyrrolo[3,4-b]pyrrole-5(1H)-carboxylic acid tert-butyl ester